acryloyloxyethylsuccinat C(C=C)(=O)OCCC(C(=O)[O-])CC(=O)[O-]